3-(pyrazin-2-ylamino)-1-(2,2,2-trifluoro-ethyl)-1H-pyrazolo[4,3-c]pyridin N1=C(C=NC=C1)NC1=NN(C2=C1C=NC=C2)CC(F)(F)F